C1=C2C(=NC(=N1)N)N=CN2[C@@H]3[C@@H]([C@@H]([C@H](O3)COP(=O)(O)O)O)O 7-alpha-d-ribofuranosyl-2-aminopurine-5'-phosphate